dotriacontan-1-yl montanate C(CCCCCCCCCCCCCCCCCCCCCCCCCCC)(=O)OCCCCCCCCCCCCCCCCCCCCCCCCCCCCCCCC